NC=1C(=NC(=C(N1)F)C1=CC(=C(C=C1)C1CCOCC1)CN(C)C)C=1C=C2C(=C(NC(C2=CC1)=O)C)Cl 6-(3-amino-6-(3-((dimethylamino)methyl)-4-(tetrahydro-2H-pyran-4-yl)phenyl)-5-fluoropyrazin-2-yl)-4-chloro-3-methylisoquinolin-1(2H)-one